C(C)(C)C1=CC(=C(C=C1)N1N=C2C3=C1CCN([C@H]3CNC2=O)C(=O)OC(C)(C)C)C |r| (rac)-tert-butyl 1-(4-isopropyl-2-methylphenyl)-3-oxo-3,4,5,5a,7,8-hexahydropyrazolo[3,4,5-de][1,7]naphthyridine-6(1H)-carboxylate